manganese chloride [Cl-].[Mn+2].[Cl-]